1-[(1R)-1-aminoethyl]cyclopropane-1-carboxylic acid methyl ester COC(=O)C1(CC1)[C@@H](C)N